C(C1=CC=CC=C1)N1CC=2C(N=C3N(C2C(C1)(F)F)CCN3CC3=CC(=C(C=C3)F)F)=O 7-Benzyl-3-(3,4-difluorobenzyl)-9,9-difluoro-2,3,6,7,8,9-hexahydroimidazo[1,2-a]pyrido[3,4-e]pyrimidin-5(1H)-one